BrC=1C=C(C=CC1)[C@@H](CC(=O)OCC)C |r| (+/-)-Ethyl 3-(3-bromophenyl)butanoate